N(=[N+]=[N-])CC=1C=C(C=CC1)CCC(=O)O 3-(3-(azidomethyl)phenyl)propanoic acid